OC(CCCCCSSCCCCCC(O)O)O dihydroxyhexyl disulfide